(3S,4S)-1-(4-(3-(decylcarbamoyl)-4-octanoylpiperazine-1-carbonyl)benzoyl)-N3,N4-bis((1S,2R)-2-phenylcyclopropyl)pyrrolidine-3,4-dicarboxamide C(CCCCCCCCC)NC(=O)C1CN(CCN1C(CCCCCCC)=O)C(=O)C1=CC=C(C(=O)N2C[C@H]([C@@H](C2)C(=O)N[C@@H]2[C@H](C2)C2=CC=CC=C2)C(=O)N[C@@H]2[C@H](C2)C2=CC=CC=C2)C=C1